FC1=CC=C(C=C1)C(=C)C=1C(=NC(=CC1)C(F)(F)F)NCCN1CCCC1 3-(1-(4-fluorophenyl)vinyl)-N-(2-(pyrrolidin-1-yl)ethyl)-6-(trifluoromethyl)pyridin-2-amine